silicon-aluminum-titanium-magnesium-sulfide [S-2].[Mg+2].[Ti+4].[Al+3].[Si+4]